C1(CC1)C1=C(C=2CCCC2C(=C1)F)N 5-cyclopropyl-7-fluoro-2,3-dihydro-1H-inden-4-amine